CC(CC(=O)N1CCN(C2=CC=CC=C12)C(CCN1CCCC1)=O)(C)C 3,3-dimethyl-1-(4-(3-(pyrrolidin-1-yl)propanoyl)-3,4-dihydroquinoxaline-1(2H)-yl)butan-1-one